CC1(OCC(O1)CCCO)C 2,2-dimethyl-1,3-dioxolane-4-propanol